phenyl (3-ethylphenyl)carbamate C(C)C=1C=C(C=CC1)NC(OC1=CC=CC=C1)=O